OC1=C(C=CC(=C1)Br)C(CC1=CC=CC=C1)=O 1-(2-hydroxy-4-bromophenyl)-2-phenyl-1-ethanone